FC1=C(OCCOCCOCCOCCNC(COC2=CC=C(C=C2)C2C(NC(CC2)=O)=O)=O)C(=CC=C1F)C=1N=C(SC1)N1CCOCC1 N-(2-(2-(2-(2-(2,3-difluoro-6-(2-morpholinothiazol-4-yl)phenoxy)-ethoxy)ethoxy)ethoxy)ethyl)-2-(4-(2,6-dioxopiperidin-3-yl)phenoxy)-acetamide